tert-butyl (2S,4R)-4-hydroxy-2-[5-[(4-methoxyphenyl)methyl]-1H-imidazol-2-yl]pyrrolidine-1-carboxylate O[C@@H]1C[C@H](N(C1)C(=O)OC(C)(C)C)C=1NC(=CN1)CC1=CC=C(C=C1)OC